N[C@H]([C@H](O)C)C(=O)O (R)-threonine